C1(CC1)S(=O)(=O)N1N=CC(=C1)C1=NC=CC(=N1)NC1=NC=C(C(=C1)NC1CCC(CC1)CCN(C)C)C1=NN(C=C1)C N2-(2-(1-(Cyclopropylsulfonyl)-1H-pyrazol-4-yl)pyrimidin-4-yl)-N4-((1s,4s)-4-(2-(dimethylamino)ethyl)cyclohexyl)-5-(1-methyl-1H-pyrazol-3-yl)pyridine-2,4-diamine